N-[(2S,3R)-1-(bicyclo[1.1.1]pentane-1-carbonyl)-4,4-difluoro-2-{[3-(6-methoxypyridin-2-yl)phenyl]methyl}pyrrolidin-3-yl]ethanesulfonamide C12(CC(C1)C2)C(=O)N2[C@H]([C@H](C(C2)(F)F)NS(=O)(=O)CC)CC2=CC(=CC=C2)C2=NC(=CC=C2)OC